C[C@@H]1C[C@@H]([C@H]([C@H](O1)OP(=O)([O-])OP(=O)([O-])OC[C@@H]2[C@H](C[C@@H](O2)N3C=C(C(=O)NC3=O)C)O)O)[NH+](C)C The molecule is a nucleotide-sugar oxoanion that is the conjugate base of dTDP-alpha-D-desosamine, arising from deprotonation of the diphosphate group and protonation of the amino group. It is a conjugate base of a dTDP-alpha-D-desosamine.